4-(4-(2-hydroxyethyl)piperazin-1-yl)-N-(4-(2-(4-methoxyphenyl)propan-2-yl)thiazol-2-yl)benzamide OCCN1CCN(CC1)C1=CC=C(C(=O)NC=2SC=C(N2)C(C)(C)C2=CC=C(C=C2)OC)C=C1